3-METHYL-3H-QUINAZOLIN-4-ONE-6-BORONIC ACID CN1C=NC2=CC=C(C=C2C1=O)B(O)O